(R)-1-(4,5-dichloro-1H-indole-2-carbonyl)-3-methylpyrrolidine-3-carboxylic acid ClC1=C2C=C(NC2=CC=C1Cl)C(=O)N1C[C@@](CC1)(C(=O)O)C